2-amino-4-(5-(4-aminobutanamido)-2-(methoxycarbonyl)phenyl)but-3-ynoic acid NC(C(=O)O)C#CC1=C(C=CC(=C1)NC(CCCN)=O)C(=O)OC